dodecyl-octyl-phenol C(CCCCCCCCCCC)C=1C(=C(C=CC1)O)CCCCCCCC